1,3-di(N,N-dimethylaminoethyl)-2-methylimidazolium CN(C)CCN1C(=[N+](C=C1)CCN(C)C)C